N1=C(C=CC2=CC=CN=C12)C1=C(C=CC=C1)O 2-(1,8-naphthyridin-2-yl)-Phenol